CO[Si](CCC1CC2C(CC1)O2)(OC)OC [2-(trimethoxysilyl)ethyl]-3,4-epoxycyclohexane